FC1=CC(=C(C=C1)C(=O)C1=C(C2=C(S1)C=C(C=C2)O)OC2=CC=C(C=C2)O[C@H]2CN(CC2)CCCF)C (R)-(4-fluoro-2-methylphenyl)(3-(4-((1-(3-fluoropropyl)pyrrolidin-3-yl)oxy)phenoxy)-6-hydroxybenzo[b]thiophen-2-yl)methanone